COC=1C=C2C(=CC(OC2=CC1OC)=O)COC(C(=C)C)=O 2-methyl-acrylic acid 6,7-dimethoxy-2-oxo-2H-chromen-4-ylmethyl ester